(R)-2-((tert-butyldimethylsilyl)oxy)propanethioamide [Si](C)(C)(C(C)(C)C)O[C@@H](C(N)=S)C